3-[(2,5-difluorophenoxyethylsulfanyl)methyl]-1H-1,2,4-triazole-5(4H)-thione FC1=C(OCCSCC2=NNC(N2)=S)C=C(C=C1)F